C(C)(C)(C)OC(NC1C(N(C(C1)C)C1=C(C(=C(C=C1)Br)F)F)=O)=O (1-(4-bromo-2,3-difluorophenyl)-5-methyl-2-oxopyrrolidin-3-yl)carbamic acid tert-butyl ester